ClC1=CC(=C2C=NN(C2=C1)C)C1=CC(=NC=N1)O 6-(6-chloro-1-methyl-1H-indazol-4-yl)pyrimidin-4-ol